C(C)(C)N1CCN(CC1)C1C(NCC1)=O 3-(4-isopropylpiperazin-1-yl)pyrrolidin-2-one